4-((2-chloro-5-nitropyrimidin-4-yl)amino)bicyclo[2.2.1]heptan-1-ol ClC1=NC=C(C(=N1)NC12CCC(CC1)(C2)O)[N+](=O)[O-]